1-{2-acetamido-5-[methoxy(methyl)carbamoyl]phenyl}-1H-1,2,3-triazol C(C)(=O)NC1=C(C=C(C=C1)C(N(C)OC)=O)N1N=NC=C1